4-Amino-N-(1-((6-(dimethylamino)pyridin-3-yl)amino)-6-methylisoquinolin-5-yl)quinazoline NC1=NCN(C2=CC=CC=C12)C1=C2C=CN=C(C2=CC=C1C)NC=1C=NC(=CC1)N(C)C